FC1=CC=CC(=N1)C 6-fluoro-2-methylpyridin